1-ethyl-6,8-difluoro-7-(3-methylpiperazin-1-yl)-quinolin C(C)N1CC=CC2=CC(=C(C(=C12)F)N1CC(NCC1)C)F